N-(chroman-5-yl)-2-(4-((1-(2-(2,6-dioxopiperidin-3-yl)-1,3-dioxoisoindolin-5-yl)azetidin-3-yl)ethynyl)-1H-pyrazol-1-yl)-2-methylpropanamide O1CCCC2=C(C=CC=C12)NC(C(C)(C)N1N=CC(=C1)C#CC1CN(C1)C=1C=C2C(N(C(C2=CC1)=O)C1C(NC(CC1)=O)=O)=O)=O